6-chloro-1-(2,4-difluorophenyl)-4-oxo-1,4-dihydro-1,8-naphthyridine-3-carbonyl chloride ClC=1C=C2C(C(=CN(C2=NC1)C1=C(C=C(C=C1)F)F)C(=O)Cl)=O